6-Bromo-3-(2-chloro-5-fluorophenyl)-N-(2,2-dimethoxyethyl)-2-(4-methoxybenzyl)-4-nitroisoindoline-1-imine BrC1=CC(=C2C(N(C(C2=C1)=NCC(OC)OC)CC1=CC=C(C=C1)OC)C1=C(C=CC(=C1)F)Cl)[N+](=O)[O-]